N1C=CC2=C(C=CC=C12)NC(C1=CC(=CC=C1)OC)=O N-(1H-indol-4-yl)-3-methoxybenzamide